NCCCCCCCCCC1=CC2=C(N(C(N2C)=O)C2C(NC(CC2)=O)=O)C=C1 3-[5-(9-aminononyl)-3-methyl-2-oxo-benzimidazol-1-yl]piperidine-2,6-dione